8-bromo-7-fluoro-1,5-naphthyridin-2-yl trifluoromethanesulfonate FC(S(=O)(=O)OC1=NC2=C(C(=CN=C2C=C1)F)Br)(F)F